2-(4-((4-(cyclopropyl((6-(trifluoromethyl)pyridin-3-yl)methyl)amino)-5-fluoro-7H-pyrrolo[2,3-d]pyrimidin-7-yl)methyl)-3-hydroxypiperidin-1-yl)acetamide C1(CC1)N(C=1C2=C(N=CN1)N(C=C2F)CC2C(CN(CC2)CC(=O)N)O)CC=2C=NC(=CC2)C(F)(F)F